bis[4-(2-hydroxypropoxy)phenyl] sulfone OC(COC1=CC=C(C=C1)S(=O)(=O)C1=CC=C(C=C1)OCC(C)O)C